FC1=C(C=C(C=C1)NC(=O)C=1C(=C(N(C1C)C)C(C(=O)N[C@@H](C(C)C)C(=O)O)=O)C)C (2-(4-((4-fluoro-3-methylphenyl)carbamoyl)-1,3,5-trimethyl-1H-pyrrol-2-yl)-2-oxoacetyl)-L-valine